NC(C(=O)O)CC1=C(C=NC=C1F)F 2-amino-3-(3,5-difluoropyridin-4-yl)propanoic acid